CN1CC(CC1)(N)C N1,3-dimethylpyrrolidin-3-amine